ClC=1C(=C(C(=CC1)OC(F)F)C=1C=CC(=NC1)C(C(=O)NC1=CC=C(C(=O)O)C=C1)CC1CC1)F 4-(2-(5-(3-Chloro-6-(difluoromethoxy)-2-fluorophenyl)pyridin-2-yl)-3-cyclopropyl-propanamido)benzoic acid